(1R,4R,6S,7R)-(+)-7-bromo-2-(4-methoxybenzyl)-3-oxo-2-azabicyclo-[2.2.1]Hept-6-ylacetate Br[C@H]1[C@@H]2N(C([C@H]1C[C@H]2CC(=O)[O-])=O)CC2=CC=C(C=C2)OC